(N-[alpha-maleimidoacetoxy])succinimide C1(C=CC(N1CC(=O)ON1C(CCC1=O)=O)=O)=O